FC(C=1C(=C(C=CC1)C(C)C1=C(C(=O)N)C(=CC(=N1)C1=CC=NN1C1CCOCC1)NC1CCN(CC1)C)F)F (1-(3-(difluoromethyl)-2-fluorophenyl)ethyl)-4-((1-methylpiperidin-4-yl)amino)-6-(1-(tetrahydro-2H-pyran-4-yl)-1H-pyrazol-5-yl)nicotinamide